BrC1=C2C=CC=C(C2=CC=C1)[C@](N)(C)C(=O)O [2-(5-bromonaphthyl)]alanine